C(C)(C)C1=C(NC2=CC=C(C=C12)C=1OC(=NN1)CCC=1C=NC=CC1)C1=CC(=NC=C1)C 2-(3-isopropyl-2-(2-methylpyridin-4-yl)-1H-indol-5-yl)-5-(2-(pyridin-3-yl)ethyl)-1,3,4-oxadiazole